NC=1N=C(SC1C(=O)C1=CC=NC=C1)N(C1=CC(=C(C=C1)F)Cl)[C@H](C(=O)N)C (S)-2-(N-[4-amino-5-(pyridine-4-carbonyl)thiazol-2-yl]-3-chloro-4-fluoro-anilino)propanamide